4,13-diazahexadecane CCCNCCCCCCCCNCCC